N-(4-(5-(6-morpholinylpyridin-2-yl)-1,2,4-oxadiazol-3-yl)-3-(6-azaspiro[2.5]oct-6-yl)phenyl)methanesulfonamide N1(CCOCC1)C1=CC=CC(=N1)C1=NC(=NO1)C1=C(C=C(C=C1)NS(=O)(=O)C)N1CCC2(CC2)CC1